C1(CC1)C=1N=CN(C1)C1=C(C=C2C=CN(C(C2=C1)=O)CC1=C(C=C(C=C1)OC)OC)C 7-(4-cyclopropyl-1H-imidazol-1-yl)-2-(2,4-dimethoxybenzyl)-6-methylisoquinolin-1(2H)-one